7-hydroxy-2'-methyl-2-(trifluoromethyl)spiro[6,7-dihydrothieno[3,2-c]pyran-4,4'-piperidine]-1'-carboxylic acid tert-butyl ester C(C)(C)(C)OC(=O)N1C(CC2(CC1)OCC(C1=C2C=C(S1)C(F)(F)F)O)C